C(C)(C)(C)OC(=O)N1[C@H]2CN([C@@H](C1)C2)C2=C(C=C(C=C2)F)NC(C2=C(C(=NC=C2)C2=C(C(=CC=C2OC)Cl)F)F)=O (1r,4r)-5-(2-(2-(3-chloro-2-fluoro-6-methoxyphenyl)-3-fluoroisonicotinamido)-4-fluorophenyl)-2,5-diazabicyclo[2.2.1]heptane-2-carboxylic acid tert-butyl ester